Cl.Cl.FC=1C=C(C=NC1)[C@H](CNC(CC1CCC(CC1)S(=O)(=O)N(C)C)(C)C)O (1S,4s)-4-(2-(((R)-2-(5-Fluoropyridin-3-yl)-2-hydroxyethyl)amino)-2-methylpropyl)-N,N-dimethylcyclohexane-1-sulfonamide dihydrochloride